BrC1=CC=2C3=C(N(C2C=C1C)CC(F)(F)F)C(=NC=N3)Cl 8-bromo-4-chloro-7-methyl-5-(2,2,2-trifluoroethyl)pyrimido[5,4-b]indole